CN(CCNC(OC1=CC=C(C=C1)C1=C(C=C2C(=N1)N(N=C2NC(=O)C=2C=NSC2)CCCC2CC2)Br)=O)C 4-(5-bromo-1-(3-cyclopropylpropyl)-3-(isothiazole-4-carboxamido)-1H-pyrazolo[3,4-b]pyridin-6-yl)phenyl (2-(dimethylamino)ethyl)carbamate